S(=O)(=O)(OC(C(C(C(C(C(C(C(C(C(C(C(F)(F)F)(F)F)(F)F)(F)F)(F)F)(F)F)(F)F)(F)F)(F)F)(F)F)(F)F)(F)F)[O-] perfluoro-1-dodecyl sulfate